Tetrakis(triphenylphosphine) palladium(0) [Pd].C1(=CC=CC=C1)P(C1=CC=CC=C1)C1=CC=CC=C1.C1(=CC=CC=C1)P(C1=CC=CC=C1)C1=CC=CC=C1.C1(=CC=CC=C1)P(C1=CC=CC=C1)C1=CC=CC=C1.C1(=CC=CC=C1)P(C1=CC=CC=C1)C1=CC=CC=C1